4-(1-chloroethyl)-1-(2,4-difluorophenyl)-1H-pyrazole ClC(C)C=1C=NN(C1)C1=C(C=C(C=C1)F)F